Tetramethyl-dimethylsilylene(benzo[e]inden-3-yl)(3-neopentyl-cyclopentadienyl)hafnium C[Hf](C1C=C(C=C1)CC(C)(C)C)(C1C=CC=2C3=C(C=CC12)C=CC=C3)(=[Si](C)C)(C)(C)C